P(SC1=CC=CC2=CC=CC=C12)(SC1=CC=CC2=CC=CC=C12)SC1=CC=CC2=CC=CC=C12 trinaphthyl trithiophosphite